N-(1-(5-(3-cyano-6-ethoxypyrazolo[1,5-a]pyridin-4-yl)pyrazin-2-yl)-4-methylpiperidin-4-yl)-2,3,6-trifluorobenzamide C(#N)C=1C=NN2C1C(=CC(=C2)OCC)C=2N=CC(=NC2)N2CCC(CC2)(C)NC(C2=C(C(=CC=C2F)F)F)=O